1-Ethyl-6-(6-methylpyridin-2-yl)-2,3-dihydro-1H-imidazo[1,2-a]imidazole C(C)N1C=2N(CC1)C=C(N2)C2=NC(=CC=C2)C